ClC=1C=C(C=CC1F)NC(N(C[C@H]1OCCC1)[C@H](C)C1=CNC(C2=CC=CC=C12)=O)=O 3-(3-chloro-4-fluorophenyl)-1-(1(R)-(1-oxo-1,2-dihydro-isoquinolin-4-yl)ethyl)-1-(((S)-tetrahydrofuran-2-yl)methyl)urea